OC=1C=C(C=O)C=CC1C1=NC2=C(N1)C1=CC=CC=C1C=1C=CC=CC12 3-hydroxy-4-(1H-phenanthro[9,10-d]imidazol-2-yl)benzaldehyde